C1(=CC=CC=C1)C12CC3(CC(CC(C1)(C3)C(=O)N3CCCC3)C2)C(=O)OC Methyl 3-phenyl-5-[(pyrrolidin-1-yl)carbonyl]adamantane-1-carboxylate